C(C1=CC=CC=C1)(C1=CC=CC=C1)(C1=CC=CC=C1)N1[C@H](CCC1)C=O (R)-1-tritylpyrrolidine-2-carbaldehyde